S1C2=C(NCC1)C=C(C=C2)CN2CCC(CC2)C=2C=C1CN(C(C1=CC2)=O)C2C(NC(CC2)=O)=O 3-(5-(1-((3,4-dihydro-2H-benzo[b][1,4]thiazin-6-yl)methyl)piperidin-4-yl)-1-oxoisoindolin-2-yl)piperidine-2,6-dione